heptaethylene glycol monotosylate S(=O)(=O)(C1=CC=C(C)C=C1)OCCOCCOCCOCCOCCOCCOCCO